2-Aminocyclohexen-1-on NC=1C(CCCC1)=O